FC(CO)(F)C1=CC(=C(C(=C1)C)NC(OC(C)(C)C)=O)C tert-Butyl {4-(1,1-difluoro-2-hydroxyethyl)-2,6-dimethylphenyl}carbamate